(4S,8R,9R,10S)-4-(dimethylamino)-N-(4-methoxyphenyl)-9-[4-(2-phenylethynyl)phenyl]-10-(trityl)-1,6-diazabicyclo[6.2.0]decane-6-carboxamide CN([C@H]1CCN2[C@@H]([C@H]([C@@H]2CN(C1)C(=O)NC1=CC=C(C=C1)OC)C1=CC=C(C=C1)C#CC1=CC=CC=C1)C(C1=CC=CC=C1)(C1=CC=CC=C1)C1=CC=CC=C1)C